2-(4-fluoro-2-methoxy-phenoxy)-N-pyrimidin-4-yl-5-(trifluoromethyl)pyridine-3-carboxamide FC1=CC(=C(OC2=NC=C(C=C2C(=O)NC2=NC=NC=C2)C(F)(F)F)C=C1)OC